2-methyl-5-carbamylmethylaminophenol CC1=C(C=C(C=C1)NCC(N)=O)O